ClCC(=O)N1C(CN(CC1)C1=NC(=NC(=N1)NC(CCO)C1=C(C=CC=C1)Cl)NC)C(=O)NC1CCOCC1 1-(2-Chloroacetyl)-4-(4-((1-(2-chlorophenyl)-3-hydroxypropyl)amino)-6-(methylamino)-1,3,5-triazin-2-yl)-N-(tetrahydro-2H-pyran-4-yl)piperazine-2-carboxamide